C(C)(C)(C)OC(=O)N1C[C@H]([C@@H](C1)CCCCCCCC)C(=O)O |r| Racemic-Trans-4-octyl-pyrrolidine-1,3-dicarboxylic Acid 1-tert-butyl Ester